1-[2-(pyrrolidinyl)ethyl]Piperazine ethyl-1-(6-(4-methoxyphenyl)quinolin-2-yl)piperidine-4-carboxylate C(C)OC(=O)C1CCN(CC1)C1=NC2=CC=C(C=C2C=C1)C1=CC=C(C=C1)OC.N1(CCCC1)CCN1CCNCC1